(S)-5-((R)-3-(5-chloro-6-(trifluoromethyl)isoindolin-2-yl)-2-(hydroxymethyl)-3-oxopropyl)-5-cyclopropylimidazole-2,4-dione ClC=1C=C2CN(CC2=CC1C(F)(F)F)C([C@H](C[C@@]1(C(NC(N1)=O)=O)C1CC1)CO)=O